NC1=C(C=C(C=C1C(=O)N)C1=CNC(=C1)Cl)C1=CC=C(C=C1)S(N)(=O)=O 2-amino-5-(5-chloro-1H-pyrrol-3-yl)-4'-sulfamoyl-[1,1'-biphenyl]-3-carboxamide